4-(bromomethyl)-3-(trifluoromethyl)-1H-pyrazole BrCC=1C(=NNC1)C(F)(F)F